[Cl-].[Cl-].C(C)C(CC)C1=[NH+]C=2N(C(=C1)N[C@@H]1C[C@H](CC1)[NH3+])N=CC2 [(1S,3S)-3-[[5-(1-ethylpropyl)pyrazolo[1,5-a]pyrimidin-4-ium-7-yl]amino]cyclopentyl]ammonium dichloride